CN(CCN1C=NC(=C1)C1=C2C(=NC=C1)N(N=C2C2CN(C2)C(C(=C)F)=O)C2=CC=C(C=C2)OC(F)(F)F)C 1-(3-(4-(1-(2-(dimethylamino)ethyl)-1H-imidazol-4-yl)-1-(4-(trifluoromethoxy)phenyl)-1H-pyrazolo[3,4-b]pyridin-3-yl)azetidin-1-yl)-2-fluoroprop-2-en-1-one